FC(C(=O)O)(F)F.CC1=CC(=NC=C1)S(=O)(=O)NC=1N=CSC1 4-methyl-N-(thiazol-4-yl)pyridine-2-sulfonamide trifluoroacetate